[Cl-].C(C=C)(=O)NCCC[N+](C)(C)C 3-acrylamido-N,N,N-trimethylpropan-1-aminium chloride